4-bromo-4'-chloro-2,5-dimethyl-1,1'-biphenyl BrC1=CC(=C(C=C1C)C1=CC=C(C=C1)Cl)C